ClC=1C=CC(=C(C1)[C@@H](N1C(C2=CC=CC=C2C1)=O)C=1NC2=CC=CC=C2C1)O (R)-2-((5-chloro-2-hydroxyphenyl)(1H-indole-2-yl)methyl)isoindolin-1-one